FC=1C=CC=C2C(CCOC12)C=1N=CNC1 4-(8-fluorochroman-4-yl)-1H-imidazole